4-sulfonyl-benzoyl chloride S(=O)(=O)=C1CC=C(C(=O)Cl)C=C1